2-(4-(6-fluoroquinolin-4-yl)cyclohexyl)propionic acid FC=1C=C2C(=CC=NC2=CC1)C1CCC(CC1)C(C(=O)O)C